C(#N)CN1CCC(CC1)C1=CC2=C(N(C=N2)C2=CC(=C(C(=O)NCC(F)(F)F)C(=C2)OC)OC)C=C1 4-[5-[1-(cyanomethyl)-4-piperidyl]benzimidazol-1-yl]-2,6-dimethoxy-N-(2,2,2-trifluoroethyl)benzamide